ClC1=CC(=C(C(=N1)NC1=CC=C(C=C1)OC)[N+](=O)[O-])N1C(=CC=C1C)C 6-chloro-4-(2,5-dimethyl-1H-pyrrol-1-yl)-N-(4-methoxyphenyl)-3-nitropyridin-2-amine